Cl.C(N)(=N)C=1C=C(CNC(C(C)C)=O)C=CC1F N-(3-carbamimidoyl-4-fluorobenzyl)isobutyramide hydrochloride